methyl-(acrylic acid) CC(C(=O)O)=C